C1(=CC=CC=C1)S(=O)(=O)N1C=C(C=2C1=NC=CC2)I 1-benzenesulfonyl-3-iodo-1H-pyrrolo[2,3-B]pyridine